6-(Fmoc-amino)-1-hexanol C(=O)(OCC1C2=CC=CC=C2C2=CC=CC=C12)NCCCCCCO